2-(bis(3-chloro-4-fluorophenyl)methyl)-5-iodo-4-methyl-1H-imidazole ClC=1C=C(C=CC1F)C(C=1NC(=C(N1)C)I)C1=CC(=C(C=C1)F)Cl